C(C1=CC=CC=C1)O[C@H]1[C@@H](O)O[C@H]([C@@H]([C@H]1O)OCC1=CC=CC=C1)C 2,4-di-O-benzyl-β-L-rhamnose